CC(C)(C)NC(=O)OCC(CC)O 2-hydroxybutyl 2-methyl-2-propanecarbamate